4-[8-amino-1-(2-fluoro-4-{[4-(trifluoromethyl)pyridin-2-yl]carbamoyl}phenyl)imidazo[1,5-a]pyrazin-3-yl]-1,4-dimethylcyclohexanecarboxylic acid NC=1C=2N(C=CN1)C(=NC2C2=C(C=C(C=C2)C(NC2=NC=CC(=C2)C(F)(F)F)=O)F)C2(CCC(CC2)(C(=O)O)C)C